COC1=C(C=CC=C1)C(C)CC 2-(2-methoxy-phenyl)-butan